4-(2-methoxyethyl)-6-nitro-1H-indole COCCC1=C2C=CNC2=CC(=C1)[N+](=O)[O-]